ethyl 6-cyclopropyl-[1,2,4]triazolo[1,5-a]pyridine-2-carboxylate C1(CC1)C=1C=CC=2N(C1)N=C(N2)C(=O)OCC